OC1=C2C3C(C(OC2=CC(=C1C(=O)NC1=CC=C(C=C1)C(F)(F)F)CCCCC)(C)C)CCC(=C3)C 1-hydroxy-6,6,9-trimethyl-3-pentyl-N-(4-(trifluoromethyl)phenyl)-6a,7,8,10a-tetrahydro-6H-benzo[c]chromene-2-carboxamide